(S)-3-(6-fluoro-5-(4-((1-(4-((3R,4S)-7-hydroxy-3-phenylchroman-4-yl)phenyl)piperidin-4-yl)methyl)piperazin-1-yl)-1-oxoisoindolin-2-yl)piperidine-2,6-dione FC1=C(C=C2CN(C(C2=C1)=O)[C@@H]1C(NC(CC1)=O)=O)N1CCN(CC1)CC1CCN(CC1)C1=CC=C(C=C1)[C@@H]1[C@@H](COC2=CC(=CC=C12)O)C1=CC=CC=C1